Cl.F[C@H]1C[C@@H](NC1)C1=CC(=CC(=C1)F)SC (2R,4S)-4-fluoro-2-[5-fluoro-3-(methylsulfanyl)phenyl]pyrrolidine hydrochloride